ClC1=C(C=CC=C1Cl)SC=1N=CC(=NC1C)NC1C[C@H]2CCC[C@@H](C1)N2C (1R,3R,5S)-N-(5-((2,3-dichlorophenyl)thio)-6-methylpyrazin-2-yl)-9-methyl-9-azabicyclo[3.3.1]nonan-3-amine